1-benzyl-1'-(2,4-dinitrophenyl)-4,4'-bipyridinium C(C1=CC=CC=C1)[N+]1=CC=C(C=C1)C1=CC=[N+](C=C1)C1=C(C=C(C=C1)[N+](=O)[O-])[N+](=O)[O-]